[5-(hydroxymethyl)oxolan-2-yl]ethan-1-one OCC1CCC(O1)C(C)=O